C(C)(C)(C)OC(=O)N1C2CN(CC1CC2)C=2C1=C(N=C(N2)OC([2H])([2H])C23CCCN3CCC2)CN(CC1)C(=O)OCC1=CC=CC=C1 benzyl 4-(8-(tert-butoxycarbonyl)-3,8-diazabicyclo[3.2.1]octan-3-yl)-2-((tetrahydro-1H-pyrrolizin-7a(5H)-yl) methoxy-d2)-5,8-dihydropyrido[3,4-d]pyrimidine-7(6H)-carboxylate